O(P(OC(CC(C)C)(Cl)Cl)(=O)OP(=O)([O-])[O-])CCCl (2-Chloroethyl) dichloroisopentyl diphosphate